2-((4-(7-(((2S,5R)-5-((N-Ethylsulfamoyl)amino)tetrahydro-2H-pyran-2-yl)methyl)-2,7-diazaspiro[3.5]nonan-2-yl)pyrimidin-5-yl)oxy)-5-fluoro-N,N-diisopropylbenzamide C(C)NS(=O)(=O)N[C@@H]1CC[C@H](OC1)CN1CCC2(CN(C2)C2=NC=NC=C2OC2=C(C(=O)N(C(C)C)C(C)C)C=C(C=C2)F)CC1